BrC1=CC=C(C=C1)C=1N=C2N(C=C(C=C2)OC)C1 2-(4-bromophenyl)-6-methoxyimidazo[1,2-a]pyridine